2-(2-fluorophenyl)benzoxazoline FC1=C(C=CC=C1)C=1OC2=C(N1)C=CC=C2